CN(C)C(=C(C(=O)N)C)CCC dimethylamino-propylmethacrylamide